NN1C(C(N=C(C2=C1C=CC(=C2Cl)Cl)C2=NC=CC=C2F)C)=O 1-amino-6,7-dichloro-5-(3-fluoro-2-pyridinyl)-3-methyl-3H-1,4-benzodiazepine-2-One